NC(CCN(C(CCCC(=O)O)=O)CCCCCCCC(C)(C)N)(C)C 5-((3-amino-3-methylbutyl)(8-amino-8-methylnonyl)amino)-5-oxopentanoic acid